Tert-butyl N-[(1R)-2-[4-[[3-[1-(2,6-dioxo-3-piperidyl)-3-methyl-2-oxo-benzimidazol-4-yl]azetidin-1-yl]methyl]cyclohexoxy]-1-methyl-ethyl]carbamate O=C1NC(CCC1N1C(N(C2=C1C=CC=C2C2CN(C2)CC2CCC(CC2)OC[C@@H](C)NC(OC(C)(C)C)=O)C)=O)=O